ClC1=C(C=CC=2C(=C3N(C12)CCN(C3)C(CN3C(COCC3)=O)=O)C=3C=NNC3)Cl 4-(2-(6,7-Dichloro-10-(1H-pyrazol-4-yl)-3,4-dihydropyrazino[1,2-a]indol-2(1H)-yl)-2-oxoethyl)morpholin-3-one